C1(=CC=CC=C1)C1CCC=2N1C1=C(N2)C=CC(=C1)C=1C=NC(=CC1)N1CCNCC1 1-phenyl-7-(6-(piperazin-1-yl)pyridin-3-yl)-2,3-dihydro-1H-benzo[d]pyrrolo[1,2-a]imidazole